C(C1=CC=CC=C1)N1CCN(CC1)C1=NC=C(C=N1)CC(=O)OC(C)(C)C benzyl-4-{5-[2-(tert-butoxy)-2-oxoethyl]pyrimidin-2-yl}piperazine